(S)-2-((4-((2-hydroxy-1-phenylethyl)amino)-5-(3-(quinuclidin-4-yl)-1,2,4-oxadiazol-5-yl)pyrimidin-2-yl)amino)-8,8-dimethyl-7,8-dihydro-5H-pyrano[4,3-b]pyridin-5-one OC[C@H](C1=CC=CC=C1)NC1=NC(=NC=C1C1=NC(=NO1)C12CCN(CC1)CC2)NC2=CC=C1C(=N2)C(COC1=O)(C)C